(3R)-3-{[7-(ethylsulfanyl)-2-(1-methyl-1H-pyrazol-4-yl)[1,2,4]triazolo[1,5-c]quinazolin-5-yl]amino}azepan-2-one C(C)SC1=CC=CC=2C=3N(C(=NC12)N[C@H]1C(NCCCC1)=O)N=C(N3)C=3C=NN(C3)C